1-allyl-3-(phenoxy)benzene C(C=C)C1=CC(=CC=C1)OC1=CC=CC=C1